N-[(3S,4S)-3-methyl-1-(tetrahydro-3-furyl)-4-piperidyl]-6-{3-[4-(N-methylcarbamoyl)-2-anisidino]-1-propynyl}-1-(2,2,2-trifluoroethyl)-1H-1,3-benzimidazole-4-carboxamide C[C@H]1CN(CC[C@@H]1NC(=O)C1=CC(=CC=2N(C=NC21)CC(F)(F)F)C#CCNC=2C(OC)=CC=C(C2)C(NC)=O)C2COCC2